8,8'-pyridin-2,6-diyl-bis(5,6,7,8-tetrahydroimidazo[1,2-a]pyrimidine) N1=C(C=CC=C1N1C=2N(CCC1)C=CN2)N2C=1N(CCC2)C=CN1